FC=1C(=C(OC2=CC=C(C=C2)C2=NN(C3=C2C=NC=C3)[C@H]3CN(CC3)C(C=C)=O)C=CC1)OC (R)-1-(3-(3-(4-(3-fluoro-2-methoxyphenoxy)phenyl)-1H-pyrazolo[4,3-c]pyridin-1-yl)pyrrolidin-1-yl)prop-2-en-1-one